1-[(3-chlorophenyl)methyl]-6-(3,5-difluorophenyl)-3H-imidazo[4,5-b]pyridin-2-one ClC=1C=C(C=CC1)CN1C(NC2=NC=C(C=C21)C2=CC(=CC(=C2)F)F)=O